4-benzenedibutanol C1(=CC=C(C=C1)CCCCO)CCCCO